N1(CCCCCC1)C1CCN(CC1)C1=C(C=NC2=CC=C(C=C12)C(=O)OCC)S(=O)(=O)C1=CC=C(C=C1)OCCCC ethyl 4-(4-(azepan-1-yl)piperidin-1-yl)-3-((4-butoxyphenyl)sulfonyl)quinoline-6-carboxylate